2-[(1R,5S)-3-oxa-8-azabicyclo[3.2.1]oct-8-yl]quinoline-6-carbaldehyde [C@H]12COC[C@H](CC1)N2C2=NC1=CC=C(C=C1C=C2)C=O